N-(2-Methoxy-6-methyl-5,6,7,8-tetrahydro-1,6-naphthyridin-3-yl)-8-(piperidin-1-yl)quinazoline-2-amine COC1=NC=2CCN(CC2C=C1NC1=NC2=C(C=CC=C2C=N1)N1CCCCC1)C